COC(C)C1=C(C=CC=C1)N1N=CC(=C1C(F)(F)F)C(=O)N 1-(2-(1-methoxyethyl)phenyl)-5-(trifluoromethyl)-1H-pyrazole-4-carboxamide